4-(2,6-Dimethylpiperazin-1-yl)-2-(2,6-dioxopiperidin-3-yl)-5,6-difluoroisoindoline CC1N(C(CNC1)C)C1=C2CN(CC2=CC(=C1F)F)C1C(NC(CC1)=O)=O